tert-butyl bicyclo[1.1.1]pentan-1-yl(4-((1S,3S)-3-butyl-6-methoxy-2-(3-(trimethylsilyl)propioloyl)-1,2,3,4-tetrahydroisoquinolin-1-yl)benzyl)carbamate C12(CC(C1)C2)N(C(OC(C)(C)C)=O)CC2=CC=C(C=C2)[C@@H]2N([C@H](CC1=CC(=CC=C21)OC)CCCC)C(C#C[Si](C)(C)C)=O